N1CC(C1)C=1C=NC(=NC1)N1CC(CC1)C(F)(F)F 5-(Azetidin-3-yl)-2-[3-(trifluoro-methyl)pyrrolidin-1-yl]pyrimidine